CC(CC(=O)SCCNC(CCNC([C@@H](C(COP(OP(OC[C@@H]1[C@H]([C@H]([C@@H](O1)N1C=NC=2C(N)=NC=NC12)O)OP(=O)(O)O)(=O)O)(=O)O)(C)C)O)=O)=O)=C 3-methyl-3-butenoyl-CoA